CC1(N(CCC1)CCNC(=O)C=1C=C(C(=NC1)C)NC1=NN(C2=NC(=NC=C21)NC=2C=NC=C(C(=O)OC)C2)C)C methyl 5-((3-((5-((2-(2,2-dimethylpyrrolidin-1-yl)ethyl)carbamoyl)-2-methylpyridin-3-yl)amino)-1-methyl-1H-pyrazolo[3,4-d]pyrimidin-6-yl)amino)nicotinate